ClC=1C=C(CNN2C=CC3=CC=4C(=NC3=C2)C=2N(N4)CC=NC2)C=CC1 N-(3-chlorobenzyl)pyrazino[1',6':1,5]pyrazolo[4,3-b][1,7]naphthyridin-10-amine